FC=1C(=NC(=C(C1)[N+](=O)[O-])OC)O 3-fluoro-6-methoxy-5-nitro-pyridin-2-ol